C(C)SC1=NC(=CC(=C1C(=O)NCC1=C(C(=CC=C1)C(F)(F)F)F)C)N1CCOCC1 2-Ethylsulfanyl-N-[[2-fluoro-3-(trifluoromethyl)-phenyl]methyl]-4-methyl-6-morpholin-4-yl-pyridine-3-carboxylic acid amide